6-cyclopentyl-5-methyl-N-(4-(methylsulfonyl)but-3-en-2-yl)-2-phenoxynicotinamide C1(CCCC1)C1=NC(=C(C(=O)NC(C)C=CS(=O)(=O)C)C=C1C)OC1=CC=CC=C1